C(C)(C)OC(CCCCCCC(CCC=CCC(=O)O)OC(C)C)CCCC 14,7-diisopropyloxy-octadec-3-en-1-oic acid